N1(CCCC1)[C@H]1CN[C@@H](C1)C(=O)OC methyl (3'R,5'S)-[1,3'-bipyrrolidine]-5'-carboxylate